ClC1=NC=CC=C1S(=O)(=O)NC1=NOC(=C1Cl)C 2-chloro-N-(4-chloro-5-methylisoxazol-3-yl)pyridine-3-sulfonamide